C(C)(=O)N[C@@H](CSSC[C@@H](C(=O)O)NC(C)=O)C(=O)O N,N'-Diacetyl-Cystin